C(C)(=O)[O-].C(C)[Si+3].C(C)(=O)[O-].C(C)(=O)[O-] ethyl-silicon acetate